C(CCCCC)O[Si](O[Si](C)(C)C)(C)C 1-hexoxy-1,1,3,3,3-pentamethyldisiloxane